2-amino-6-(1-methyl-1H-benzo[d]imidazol-5-yl)thiazolo[4,5-d]pyrimidin-7(6H)-one NC=1SC2=C(N=CN(C2=O)C2=CC3=C(N(C=N3)C)C=C2)N1